C(C1=CC=CC=C1)N1N=C(N=C1)C(=O)N[C@@H]1C(N(C=2N(CC1)N=CC2)C)=O (S)-1-Benzyl-N-(4-methyl-5-oxo-5,6,7,8-tetrahydro-4H-pyrazolo[1,5-a][1,3]diazepin-6-yl)-1H-1,2,4-triazol-3-carboxamid